10-((3-acetamido-4-((4-methyl-5-nitrothiazol-2-yl)carbamoyl)phenyl)amino)decanoic acid C(C)(=O)NC=1C=C(C=CC1C(NC=1SC(=C(N1)C)[N+](=O)[O-])=O)NCCCCCCCCCC(=O)O